(4-fluoro-2-methylphenyl)-3-(6-oxo-1,6-dihydropyridazin-3-yl)-7-(trifluoromethyl)-2,3-dihydroquinazolin-4(1H)-one FC1=CC(=C(C=C1)N1CN(C(C2=CC=C(C=C12)C(F)(F)F)=O)C1=NNC(C=C1)=O)C